silver bistrifluoromethanesulfonimide salt [N-](S(=O)(=O)C(F)(F)F)S(=O)(=O)C(F)(F)F.[Ag+]